F[P-](F)(F)(F)(F)F.C(CCC)N1C(=[N+](C=C1)C)C 1-butyl-2,3-dimethylimidazolium hexafluorophosphate